CC(C)(C1=NC=CC=N1)NC(=O)C1CNCCC1 piperidine-3-carboxylic acid (1-methyl-1-pyrimidin-2-yl-ethyl)-amide